Cl[Si](CCCCCC)(Cl)Cl trichloro(hexyl)silane